CN1CC=2C=CC=NC2CC1 6-Methyl-5,6,7,8-tetrahydro-1,6-naphthyridine